N[C@@H]1[C@@H](OCC12CCN(CC2)C=2NC(C1=C(N2)NN=C1C1(CC1)C1=C(C=CC=C1)C(F)(F)F)=O)C 6-((3S,4S)-4-amino-3-methyl-2-oxa-8-azaspiro[4.5]decan-8-yl)-3-(1-(2-(trifluoromethyl)phenyl)cyclopropyl)-1,5-dihydro-4H-pyrazolo[3,4-d]pyrimidin-4-one